N1=CC(=CC=C1)NC(C)=O N-(pyridin-3-yl)acetamid